2-(3-fluoro-4-((5-fluoro-2-methyl-3-(4,4,5,5-tetramethyl-1,3,2-dioxaborolan-2-yl)phenyl)carbamoyl)phenyl)propan-2-yl (tert-butoxycarbonyl)glycinate C(C)(C)(C)OC(=O)NCC(=O)OC(C)(C)C1=CC(=C(C=C1)C(NC1=C(C(=CC(=C1)F)B1OC(C(O1)(C)C)(C)C)C)=O)F